tert-butyl-2-phenyl-6-(4,4,5,5-tetramethyl-1,3,2-dioxaborolan-2-yl)-1H-indole C(C)(C)(C)N1C(=CC2=CC=C(C=C12)B1OC(C(O1)(C)C)(C)C)C1=CC=CC=C1